C1(CC(C(CC1)C(C)C)C(CO)CCCC1CCCCC1)C 2-Menthyl-5-cyclohexylpentanol